N-(3-cyclopropoxy-5-fluoro-2'-hydroxy-3'-(3-(piperazin-1-yl)isoxazol-5-yl)-[1,1'-biphenyl]-4-yl)acetamide 2,2,2-trifluoroacetate FC(C(=O)O)(F)F.C1(CC1)OC=1C=C(C=C(C1NC(C)=O)F)C1=C(C(=CC=C1)C1=CC(=NO1)N1CCNCC1)O